N-{[4-(4-methylpyridine-3-sulfonyl)phenyl]methyl}-1H-pyrrolo[3,2-c]pyridine-2-carboxamide CC1=C(C=NC=C1)S(=O)(=O)C1=CC=C(C=C1)CNC(=O)C1=CC=2C=NC=CC2N1